COC([C@@H](C)OC1=NN(C(=C1Br)C=1C=NC(=CC1)F)C1=NC=CC=C1F)=O Methyl-(2R)-2-{[4-bromo-1-(3-fluoropyridin-2-yl)-5-(6-fluoropyridin-3-yl)-1H-pyrazol-3-yl]oxy}propanoat